3,5-dimethyl-4-(tetramethyl-1,3,2-dioxaborolan-2-yl)-1,2-oxazole CC1=NOC(=C1B1OC(C(O1)(C)C)(C)C)C